2,4-bis(9,9-dimethyl-9H-fluoren-2-yl)-6-(naphthalene-2-yl)-1,3,5-triazine CC1(C2=CC=CC=C2C=2C=CC(=CC12)C1=NC(=NC(=N1)C1=CC=2C(C3=CC=CC=C3C2C=C1)(C)C)C1=CC2=CC=CC=C2C=C1)C